C(C1=CN=CC=C1)(=O)O[C@](C(=O)NC=1C=NC(=C(C1)C(F)(F)F)C#N)(COC1=CC(=C(C=C1)C#N)F)C (S)-3-(4-cyano-3-fluorophenoxy)-1-((6-cyano-5-(trifluoromethyl)pyridin-3-yl)amino)-2-methyl-1-oxopropan-2-yl nicotinate